(R)-N-(5-((4-amino-1-ethyl-1H-pyrazolo[3,4-d]pyrimidin-3-yl)ethynyl)-2-fluoropyridin-3-yl)-3-phenylisoxazolidin-2-carboxamide NC1=C2C(=NC=N1)N(N=C2C#CC=2C=C(C(=NC2)F)NC(=O)N2OCC[C@@H]2C2=CC=CC=C2)CC